(rac)-trans-3-amino-1-(N-((tert-butoxycarbonyl)glycyl)sulfamoyl)-4-(3-(4,4,5,5-tetramethyl-1,3,2-dioxaborolan-2-yl)propyl)pyrrolidine-3-carboxylic acid N[C@@]1(CN(C[C@H]1CCCB1OC(C(O1)(C)C)(C)C)S(NC(CNC(=O)OC(C)(C)C)=O)(=O)=O)C(=O)O |r|